(S)-6-(((1-(tert-butyl)-1H-1,2,3-triazol-4-yl)(6-fluoro-2-methylpyridin-3-yl)methyl)amino)-4-((3,3,3-trifluoro-2,2-dimethylpropyl)amino)quinoline-3,8-dicarbonitrile C(C)(C)(C)N1N=NC(=C1)[C@H](C=1C(=NC(=CC1)F)C)NC=1C=C2C(=C(C=NC2=C(C1)C#N)C#N)NCC(C(F)(F)F)(C)C